FC(OC=1C=NC(=NC1)NC=1C=NN(C1)CC1=CC=C(C=C1)[N+](=O)[O-])F 5-(difluoromethoxy)-N-(1-(4-nitrobenzyl)-1H-pyrazol-4-yl)pyrimidin-2-amine